CN(C)CC1CN(CCC1(O)C=1C=C(C(=O)N)C=CC1)CC1=CSC=C1 3-(3-((dimethylamino)methyl)-4-hydroxy-1-(thiophen-3-ylmethyl)piperidin-4-yl)benzamide